N-[5-[2-Cyano-5-[[(3R)-1-methylpyrrolidin-3-yl]methoxy]-4-pyridyl]pyrazolo[1,5-a]pyridin-2-yl]cyclopropanecarboxamide C(#N)C1=NC=C(C(=C1)C1=CC=2N(C=C1)N=C(C2)NC(=O)C2CC2)OC[C@H]2CN(CC2)C